6-CHLORO-2,3-DIFLUOROPHENYLBORONIC ACID ClC1=CC=C(C(=C1B(O)O)F)F